tert-Butyl (trans-4-(1-(5-(2-methoxypyrimidin-5-yl)pyridin-2-yl)-3-(2,2,2-trifluoroethyl)ureido)cyclohexyl)carbamate COC1=NC=C(C=N1)C=1C=CC(=NC1)N(C(=O)NCC(F)(F)F)[C@@H]1CC[C@H](CC1)NC(OC(C)(C)C)=O